C1=C(C=CC2=CC=CC=C12)OC(=O)CC1C2C=CC(C1)C2 5-(2-naphthoxycarbonylmethyl)-bicyclo[2.2.1]hept-2-ene